CC(C)(C=C)OCCC(=O)OCC ethyl 3-((2-methylbut-3-en-2-yl)oxy)propanoate